4-(4-((4-fluorobenzyl)oxy)phenyl)-1H-pyrrolo[2,3-b]pyridin FC1=CC=C(COC2=CC=C(C=C2)C2=C3C(=NC=C2)NC=C3)C=C1